NCC1=CC=C(C=C1)NC(=O)OC(C)C=1C=CC=C2C(=C(NC12)C(=O)O)C1=CC(=C(C=C1)CS(=O)(=O)C)F 7-(1-(((4-(Aminomethyl)phenyl)carbamoyl)oxy)ethyl)-3-(3-fluoro-4-((methylsulfonyl)methyl)phenyl)-1H-indole-2-carboxylic acid